5-chloro-1-ethyl-3-(pyrimidin-4-ylmethyl)indolin-2-one ClC=1C=C2C(C(N(C2=CC1)CC)=O)CC1=NC=NC=C1